N-(4-((4-(3,5-Dichlorophenyl)piperazin-1-yl)sulfonyl)phenyl)-2-(N-methylmethylsulfonamido)-5-(piperidin-4-yl)benzamide ClC=1C=C(C=C(C1)Cl)N1CCN(CC1)S(=O)(=O)C1=CC=C(C=C1)NC(C1=C(C=CC(=C1)C1CCNCC1)N(S(=O)(=O)C)C)=O